C(C1CO1)C(C(O)(O)CC1CO1)CCCC diglycidyl-hexanediol